O[C@H]1[C@@H](CCCC1)NC1=NN=CC=2CCCCC12 4-(((1R,2R)-2-hydroxycyclohexyl)amino)-5,6,7,8-tetrahydrophthalazine